C1(CC(C1)CO)CO 3-cyclobutanedimethanol